5-[5-[chloro(difluoro)methyl]-1,2,4-oxadiazol-3-yl]-N-[1-(5-chloropyridin-2-yl)ethyl]pyrimidin-2-amine ClC(C1=NC(=NO1)C=1C=NC(=NC1)NC(C)C1=NC=C(C=C1)Cl)(F)F